5-(cyclopropylethynyl)-2-nitropyridine C1(CC1)C#CC=1C=CC(=NC1)[N+](=O)[O-]